OC1(CCN(CC1)C=1C=CC(=NC1)NC=1C=CC(=C2CNC(C12)=O)C1=CN=C2N1C=CC=C2C)CN2CCN(CC2)C 7-((5-(4-hydroxy-4-((4-methylpiperazin-1-yl)methyl)piperidin-1-yl)pyridin-2-yl)amino)-4-(8-methylimidazo[1,2-a]pyridin-3-yl)isoindolin-1-one